3-methyl-6-(pyrimidine-5-yl)pyridine methyl-formate COC=O.CC=1C=NC(=CC1)C=1C=NC=NC1